C1(CC1)C1=CC(=C(C(=C1)C)N1NC2=C(N=C(NC2=O)N2CCOCC2)N1)C 2-(4-cyclopropyl-2,6-dimethylphenyl)-5-morpholino-1,2,3,6-tetrahydro-7H-[1,2,3]triazolo[4,5-d]pyrimidin-7-one